CC=1N=CC=NC1 5-methyl-pyrazin